CC12C=CC(CC1)CC2 4-Methylbicyclo-[2.2.2]-oct-2-en